CC(C)NC([O-])=O (propan-2-yl)carbamate